pyrrolidine ammonium dithioformate C(=S)[S-].[NH4+].N1CCCC1